C(CCCCC(=O)[O-])(=O)OCCOC(C=C)=O acryloxyethyl adipate